3-bromocamphor BrC1C(C2(CCC1C2(C)C)C)=O